N-(cyclopropylmethyl)-N-methyl-4-morpholino-2-[(5-phenyl-1H-pyrazol-3-yl)amino]furo[3,2-d]pyrimidine-6-carboxamide C1(CC1)CN(C(=O)C1=CC=2N=C(N=C(C2O1)N1CCOCC1)NC1=NNC(=C1)C1=CC=CC=C1)C